5-{[(2-Ethoxy-2-oxoethyl)(ethyl)amino]methyl}pyridine-2-carboxylic acid dihydrochloride Cl.Cl.C(C)OC(CN(CC)CC=1C=CC(=NC1)C(=O)O)=O